Tert-Butyl 4-{[2-(1H-indol-3-yl)Ethyl]Amino}-2-(5-Methoxypyridin-3-yl)-5H,6H,7H,8H-Pyrido[3,4-d]Pyrimidine-7-Carboxylate N1C=C(C2=CC=CC=C12)CCNC=1C2=C(N=C(N1)C=1C=NC=C(C1)OC)CN(CC2)C(=O)OC(C)(C)C